tert-Butyl 4-(hydroxy (3-(methoxycarbonyl)phenyl)methyl)piperidine-1-carboxylate OC(C1CCN(CC1)C(=O)OC(C)(C)C)C1=CC(=CC=C1)C(=O)OC